CC(CC(C)C(COC1=CC=C(C=C1)[SiH2]C=C(C)C)CCC(CC(C)(C)C)C)(C)C (4-((2-(4,4-dimethylpentan-2-yl)-5,7,7-trimethyloctyl)-oxy)phenyl)dimethylvinylsilane